C(C1=CC=CC=C1)C1N(CCC1)C1=NC(=CC(N1)=O)N1CC(OCC1)C(F)F 2-(2-benzylpyrrolidin-1-yl)-6-(2-(difluoromethyl)morpholino)pyrimidin-4(3H)-one